C(C)N(C1=CC(=CC=C1)C)CCCS(=O)(=O)O.[Na] sodium N-ethyl-N-(3-sulfopropyl)-3-methylaniline